CC1=C(C(=O)N[C@H](C)C2=CC(=CC=C2)C(=O)N2CCN(CC2)C)C=C(C=C1)N1CCN(CC1)C 2-methyl-N-[(1R)-1-[3-(4-methylpiperazine-1-carbonyl)phenyl]ethyl]-5-(4-methylpiperazin-1-yl)benzamide